CN(C)CC1CCN(CC1)C1=C(C=C(C=N1)CO)C (6-(4-((dimethylamino)methyl)piperidin-1-yl)-5-methylpyridin-3-yl)methanol